4-bromo-2,3-dihydro-1λ6-benzothiophene-1,1-dione BrC1=CC=CC2=C1CCS2(=O)=O